6-fluoro-2-(2-methoxy-7-methylquinoxalin-5-yl)-7-(trimethylsilyl)benzofuran-5-ol FC1=C(C2=C(C=C(O2)C2=C3N=CC(=NC3=CC(=C2)C)OC)C=C1O)[Si](C)(C)C